FC(C(=O)[O-])(F)F.C(=O)(O)[C@H](CCCCNC([C@@H](CC1=CNC2=CC=C(C=C12)I)NC(=O)C1CCC(CC1)C[NH3+])=O)NC(=O)N[C@H](CCC(=O)O)C(=O)O ((1R,4r)-4-(((R)-1-(((S)-5-carboxy-5-(3-((S)-1,3-dicarboxypropyl)ureido)pentyl)amino)-3-(5-iodo-1H-indol-3-yl)-1-oxopropan-2-yl)carbamoyl)cyclohexyl)methanaminium trifluoroacetate